NC=1C(=NN(C1C(=O)N)C1=C(C=C(C=C1)C#N)F)C(C)C 4-amino-1-(4-cyano-2-fluorophenyl)-3-isopropyl-1H-pyrazole-5-carboxamide